C(C)N1C=NC2=C1C=1C=C(C=CC1OC2=O)S(=O)(=O)NC2=CC=C(C=C2)OC 1-ethyl-N-(4-methoxyphenyl)-4-oxochromeno[3,4-d]imidazole-8-sulfonamide